2-(3-bromo-5-((1-methylpiperidin-4-yl)oxy)phenyl)-6-(trifluoromethyl)-1H-benzo[d]imidazole BrC=1C=C(C=C(C1)OC1CCN(CC1)C)C1=NC2=C(N1)C=C(C=C2)C(F)(F)F